ClC=1C=CC(=C(C1)N1N=C(C=2C=NC(=CC21)C=2C=NN1C2N=CC=C1)CN)OC(F)F (1-(5-chloro-2-(difluoromethoxy)phenyl)-6-(pyrazolo[1,5-a]pyrimidin-3-yl)-1H-pyrazolo[4,3-c]pyridin-3-yl)methylamine